S1C(=NC2=C1C=CC=C2)NC(=O)C=2C=CC=C1CCN(CC21)C2=NC(=C(C=C2)Br)Cl N-(benzo[d]thiazol-2-yl)-2-(5-bromo-6-chloropyridin-2-yl)-1,2,3,4-tetrahydroisoquinoline-8-carboxamide